8-[(1S)-1-Hydroxyethyl]-3,6-dimethyl-2-(1-methylimidazol-4-yl)chromen-4-one O[C@@H](C)C=1C=C(C=C2C(C(=C(OC12)C=1N=CN(C1)C)C)=O)C